hafnium zirconium [Zr].[Hf]